1,3-dioxane-2-one O1C(OCCC1)=O